methyl (S)-2-((S)-2-(1H-indole-2-carboxamido)-4-methylpentanamido)-3-((S)-2-oxopyrrolidin-3-yl)propanoate N1C(=CC2=CC=CC=C12)C(=O)N[C@H](C(=O)N[C@H](C(=O)OC)C[C@H]1C(NCC1)=O)CC(C)C